C\C(=C/CC=1C(=C(C(=O)NC)C(=CC1O)CCCCC)O)\CCC=C(C)C (E)-3-(3,7-dimethylocta-2,6-dien-1-yl)-2,4-dihydroxy-N-methyl-6-pentylbenzamide